sodium protocatechuic acid salt C(C1=CC(O)=C(O)C=C1)(=O)[O-].[Na+]